(2S)-2-(2-dimethylaminoethylcarbamoyl)piperidine-1-carboxylic acid tert-butyl ester C(C)(C)(C)OC(=O)N1[C@@H](CCCC1)C(NCCN(C)C)=O